3-[6-[7-(hydroxymethyl)-2-azaspiro[3.5]nonan-2-yl]-1-oxo-isoindolin-2-yl]piperidine-2,6-dione OCC1CCC2(CN(C2)C2=CC=C3CN(C(C3=C2)=O)C2C(NC(CC2)=O)=O)CC1